C12CNCC(CC1)N2C=2C=C1CN(C(C1=CC2)=O)N2C(NC(CC2)=O)=O 1-(5-(3,8-diazabicyclo[3.2.1]oct-8-yl)-1-oxoisoindolin-2-yl)dihydropyrimidine-2,4(1h,3h)-dione